C(=CCCCCCCCCCCCCCCCC)N1C(=C(C(C2=CC=CC=C12)=O)OCC1=CC=C(C=C1)OC)C1=CC=CC=C1 N-octadecenyl-2-phenyl-3-(4-methoxybenzyloxy)-quinolin-4-one